2,3,4,5,6,10b,11,12-Octahydrospiro[4b-azachrysen-12,2'-[1,3]dithiolan]-1-one S1C2(SCC1)CC1C3=CC=CC=C3CCN1C=1CCCC(C12)=O